C(C)(C)(C)OC(N(C1=CC(=NC=2N1N=CC2C(C)C)C2CC2)CC2=CC(=CC=C2)NC(C(=C)Cl)=O)=O (3-(2-chloroacrylamido)benzyl)(5-cyclopropyl-3-Isopropylpyrazolo[1,5-a]pyrimidin-7-yl)carbamic acid tert-butyl ester